4-(2-Cyclopropyl-6-(4-(hydroxymethyl)-2-oxo-benzo[cd]indol-1(2H)-yl)pyridin-4-yl)-3-(4-methyl-4H-1,2,4-triazol-3-yl)benzonitrile C1(CC1)C1=NC(=CC(=C1)C1=C(C=C(C#N)C=C1)C1=NN=CN1C)N1C(C2=C3C(C=CC=C13)=CC(=C2)CO)=O